Distearoyl-hydroxyethylammonium methylsulfate COS(=O)(=O)[O-].C(CCCCCCCCCCCCCCCCC)(=O)[NH+](CCO)C(CCCCCCCCCCCCCCCCC)=O